ClC1=CC=C(C=N1)S(=O)(=N)C1CCC1 (6-chloropyridin-3-yl)(cyclobutyl)(imino)-λ6-sulfanone